(3RS,4R)-4-{9-Isopropyl-6-[(pyridin-3-ylmethyl)-amino]-9H-purin-2-ylamino}-2-methyl-hexan-3-ol C(C)(C)N1C2=NC(=NC(=C2N=C1)NCC=1C=NC=CC1)N[C@@H]([C@@H](C(C)C)O)CC |&1:22|